CN1C[C@H](CC1)CN (R)-(1-methylpyrrolidin-3-yl)methylamine